2-(2-hydroxy-4-dodecyloxyphenyl)-4,6-diphenyl-1,3,5-triazine OC1=C(C=CC(=C1)OCCCCCCCCCCCC)C1=NC(=NC(=N1)C1=CC=CC=C1)C1=CC=CC=C1